ClC1=CC=C(C(=N1)C(=O)O)N[C@H](C)C1=C2N=C(C(=NC2=CC(=C1)C)C#N)N1CCC(CC1)C1=CC=C(C=C1)OC (R)-6-chloro-3-((1-(2-cyano-3-(4-(4-methoxyphenyl)piperidin-1-yl)-7-methylquinoxalin-5-yl)ethyl)amino)picolinic acid